3-methyl-N-(naphthalen-2-ylmethyl)pent-2-enamide ethyl-(2Z)-2-[(Z)-2,5-difluoro-4-[(2R)-2-[[(3-methylpyridin-2-yl)oxy]methyl]pyrrolidin-1-yl]benzoyl]-3-ethoxyprop-2-enoate C(C)OC(\C(=C/OCC)\C(C1=C(C=C(C(=C1)F)N1[C@H](CCC1)COC1=NC=CC=C1C)F)=O)=O.CC(=CC(=O)NCC1=CC2=CC=CC=C2C=C1)CC